BrC1=CC=C(CN2N(C3=C(CN(CC3)CC3=CC(=CC(=C3)F)Cl)C2=O)C)C=C1 2-(4-bromobenzyl)-5-(3-chloro-5-fluorobenzyl)-1-methyl-1,2,4,5,6,7-hexahydro-3H-pyrazolo[4,3-c]pyridin-3-one